(2s,3s)-2,3-dihydroxysuccinic acid O[C@H](C(=O)O)[C@@H](C(=O)O)O